3-(1-Oxo-5-(5-phenyl-1-(2,2,2-trifluoroethyl)-1H-pyrazol-4-yl)isoindolin-2-yl)piperidine-2,6-dione O=C1N(CC2=CC(=CC=C12)C=1C=NN(C1C1=CC=CC=C1)CC(F)(F)F)C1C(NC(CC1)=O)=O